2-(2,5-dimethylphenyl)-N-(1-isopropyl-5-oxopyrrolidin-3-yl)acetamide CC1=C(C=C(C=C1)C)CC(=O)NC1CN(C(C1)=O)C(C)C